tert-butyl (3R,5S)-4-(2-acetoxyacetyl)-3-formyl-5-methylpiperazine-1-carboxylate C(C)(=O)OCC(=O)N1[C@H](CN(C[C@@H]1C)C(=O)OC(C)(C)C)C=O